3-((4-chloro-1-methyl-1H-pyrazol-5-yl)methyl)-2-(3,5-difluoro-4-methoxybenzyl)isoindolin-1-one ClC=1C=NN(C1CC1N(C(C2=CC=CC=C12)=O)CC1=CC(=C(C(=C1)F)OC)F)C